C1=CC=C(C=C1)C(=O)OCCOC2=C(C=C(C=C2)Cl)Cl 2-(2,4-dichlorophenoxy) ethyl benzoate